2-Chloro-7-methyl-9-(4-oxaspiro[2.5]oct-7-yl)-7,9-dihydro-8H-purin-8-one-3-d ClC1N=CC=2N(C(N(C2N1[2H])C1CCOC2(CC2)C1)=O)C